OC1=CC=C(C=C1)/C=C/C(=O)C1=CC=C(C=C1)C=1SC=CC1 (E)-3-(4-Hydroxyphenyl)-1-(4-thiophen-2-ylphenyl)prop-2-en-1-one